FC(/C(=C/C(=O)O)/C)(F)F (E)-4,4,4-trifluoro-3-methylbut-2-enoic acid